N-(4-(5-amino-1-methyl-1H-pyrazol-3-yl)phenyl)benzamide NC1=CC(=NN1C)C1=CC=C(C=C1)NC(C1=CC=CC=C1)=O